ClC1=C(C(=O)NC=2C=C3C=C(N(C3=CC2)CCOC)C(=O)OCC)C=C(C=C1)CNC(C(C)C)=O Ethyl 5-(2-chloro-5-(isobutyrylaminomethyl) benzoylamino)-1-(2-methoxyethyl)-1H-indole-2-carboxylate